CN1N=CC=C1C1=CC(=NC=N1)N1CCC(CC1)C(=O)O [6-(2-methylpyrazol-3-yl)pyrimidin-4-yl]piperidine-4-carboxylic acid